N-(5-(4-((tert-butyldimethylsilyl)oxy)-3,3-dimethylpiperidin-1-yl)thiazolo[5,4-b]pyridin-2-yl)acetamide [Si](C)(C)(C(C)(C)C)OC1C(CN(CC1)C1=CC=C2C(=N1)SC(=N2)NC(C)=O)(C)C